2-(3-chlorophenyl)-2-methyl-1-(m-tolyl)propyl ((S)-3-cyclohexyl-1-oxo-1-(((S)-1-oxo-3-((S)-2-oxopyrrolidin-3-yl)propan-2-yl)amino)propan-2-yl)carbamate C1(CCCCC1)C[C@@H](C(N[C@H](C=O)C[C@H]1C(NCC1)=O)=O)NC(OC(C(C)(C)C1=CC(=CC=C1)Cl)C=1C=C(C=CC1)C)=O